N-(2'-ethyl-4-((methylamino)methyl)-[1,1'-biphenyl]-2-yl)benzenesulfonamide C(C)C1=C(C=CC=C1)C1=C(C=C(C=C1)CNC)NS(=O)(=O)C1=CC=CC=C1